(1s,3s)-3-(2-chloro-3-(9-(2-methoxy-5-methylbenzyl)-6-(1-methylcyclopropoxy)-9H-purin-8-yl)phenoxy)cyclobutane-1-carboxylic acid ClC1=C(OC2CC(C2)C(=O)O)C=CC=C1C=1N(C2=NC=NC(=C2N1)OC1(CC1)C)CC1=C(C=CC(=C1)C)OC